2-(5-cyclopropyl-4-(ethylthio)-1-(pyridin-2-ylmethyl)-1H-pyrazole-3-yl)-3-methyl-6-(trifluoromethyl)-3H-imidazo[4,5-c]pyridine C1(CC1)C1=C(C(=NN1CC1=NC=CC=C1)C1=NC2=C(C=NC(=C2)C(F)(F)F)N1C)SCC